benzyl-((1-(tert-butoxycarbonyl) piperidin-4-yl) methyl) piperazine-1-carboxylate N1(CCNCC1)C(=O)OC(C1CCN(CC1)C(=O)OC(C)(C)C)CC1=CC=CC=C1